((cis)-3-(2-(4-methylpiperidin-1-yl)-2-oxoethyl)cyclobutyl)carbamic acid tert-butyl ester C(C)(C)(C)OC(N[C@@H]1C[C@@H](C1)CC(=O)N1CCC(CC1)C)=O